COC1=CC(=C(C=C1OC)C#CC1=C(C=C(C(=C1)OC)OC)OC)C=C 1-((4,5-dimethoxy-2-vinylphenyl)ethynyl)-2,4,5-trimethoxybenzene